C(C)(=O)C1=NN(C2=CC=C(C=C12)C=1C=NC(=NC1)CO)CC(=O)N1[C@@H]2C[C@@]2(C[C@H]1C(=O)NC1=NC(=CC=C1C)Br)CO (1R,3S,5S)-2-(2-(3-acetyl-5-(2-(hydroxymethyl)pyrimidin-5-yl)-1H-indazol-1-yl)acetyl)-N-(6-bromo-3-methylpyridin-2-yl)-5-(hydroxymethyl)-2-azabicyclo[3.1.0]hexane-3-carboxamide